C(C)(C)P(C(C)C)C(C)C Tri-iso-propylphosphin